OC(CCN1N(C(SC=C1)=O)CCC1=CC=C(S1)C(=O)O)CC1=CC(=CC=C1)C#CC1=CC=CC=C1 5-(2-(4-(3-hydroxy-4-(3-(phenylethynyl)phenyl)butyl)-2-oxo-1,3,4-thiadiazin-3-yl)ethyl)thiophene-2-carboxylic acid